4-(((3R,4R)-1-(2-cyanoacetyl)-4-methylpiperidin-3-yl)(methyl)amino)-7H-pyrrolo[2,3-d]pyrimidine-7-thioamide C(#N)CC(=O)N1C[C@@H]([C@@H](CC1)C)N(C=1C2=C(N=CN1)N(C=C2)C(N)=S)C